ClC1=C(C(C(=O)[O-])=CC=C1)O 3-chlorosalicylate